C(=O)C1=NN(C=C1)C1=CC=CC=C1 3-FORMYL-1-PHENYL-1H-PYRAZOLE